tert-butyl (S)-2-((tert-butoxycarbonyl)amino)-4-((2-((tert-butoxycarbonyl)amino)-6-fluorophenyl)amino)butanoate C(C)(C)(C)OC(=O)N[C@H](C(=O)OC(C)(C)C)CCNC1=C(C=CC=C1F)NC(=O)OC(C)(C)C